2-(6-{5-chloro-2-[(oxacyclohex-4-yl)amino]pyrimidin-4-yl}-1-oxo-2,3-dihydro-1H-isoindol-2-yl)-N-[1-(4-methanesulfonylphenyl)ethyl]acetamide bismuth-samarium [Sm].[Bi].ClC=1C(=NC(=NC1)NC1CCOCC1)C1=CC=C2CN(C(C2=C1)=O)CC(=O)NC(C)C1=CC=C(C=C1)S(=O)(=O)C